(1-(3-(3,4-dichloro-2-methyl-2H-indazol-5-yl)-4-cyano-1H-pyrazolo[3,4-d]pyrimidine-6-yl)-4-(2-fluorophenyl)piperidin-4-yl)carbamate ClC=1N(N=C2C=CC(=C(C12)Cl)C1=NNC2=NC(=NC(=C21)C#N)N2CCC(CC2)(C2=C(C=CC=C2)F)NC([O-])=O)C